OC1C[C@H](NC1)C(=O)O (2S)-4-hydroxypyrrolidine-2-carboxylic acid